FC=1C=C(C=CC1F)N1C(CCCC1C=1N=C2N(C=CC(=C2)C=2C(=NOC2C)C)C1C=1SC(=CN1)CO)=O 1-(3,4-difluorophenyl)-6-(7-(3,5-dimethylisoxazol-4-yl)-3-(5-(hydroxymethyl)thiazol-2-yl)imidazo[1,2-a]pyridin-2-yl)piperidin-2-one